[5-[[1-[(E)-2-(aminomethyl)-3-fluoro-allyl]-5-oxo-1,2,4-triazol-4-yl]methyl]-2-thienyl]-7-fluoro-isoindol-1-one hydrochloride Cl.NC/C(/CN1N=CN(C1=O)CC1=CC=C(S1)C1=NC(C2=C(C=CC=C12)F)=O)=C\F